C(C)N1N=CC(=C1)C Ethyl-4-methyl-1H-pyrazole